ClC1=CC=C2C=CC(=NC2=C1)C(CC(C(=O)[O-])C1=CC=CC=C1)C1=CC=C(C=C1)OC 4-(7-chloroquinolin-2-yl)-4-(4-methoxyphenyl)-2-phenylbutyrate